ClC1=CNC=2N=C(N=C(C21)NC2C1(CC1)CCN(C2)C(=O)OCC2=CC=CC=C2)NC=2C=NN(C2)CC benzyl 4-((5-chloro-2-((1-ethyl-1H-pyrazol-4-yl) amino)-7H-pyrrolo[2,3-d]pyrimidin-4-yl) amino)-6-azaspiro[2.5]octane-6-carboxylate